3-methylene-4-phenyl-furan C=C1COC=C1C1=CC=CC=C1